CCC(CCCCCCCCCCCC)=O methyltetradecanone